ClC1=NC(=CC(=C1)CO)C=1SC(=CN1)C(F)(F)F (2-Chloro-6-(5-(trifluoromethyl)thiazol-2-yl)pyridin-4-yl)methanol